Dimethylbis(1,1-Dimethyl-2-Propynyloxy)Silane C[Si](OC(C#C)(C)C)(OC(C#C)(C)C)C